C(C)(=O)O[C@@H]1[C@H](O[C@@H]([C@@H]([C@H]1OC(C)=O)OC(C)=O)Br)C(=O)[O-] (2S,3S,4S,5R,6R)-3,4,5-tris(acetoxy)-6-bromooxane-2-carboxylate